(R)-N-(2,6-dimethylphenyl)-5-(4-(4-fluoropyrazolo[1,5-a]pyridin-2-yl)-1,4,6,7-tetrahydro-5H-imidazo[4,5-c]pyridin-5-yl)pyrazine-2-carboxamide CC1=C(C(=CC=C1)C)NC(=O)C1=NC=C(N=C1)N1[C@H](C2=C(CC1)NC=N2)C2=NN1C(C(=CC=C1)F)=C2